1-[(3R)-3-({4-[3-(5-chloro-2-fluorophenyl)-1H-pyrrolo[3,2-b]pyridin-2-yl]pyridin-3-yl}oxy)pyrrolidin-1-yl]prop-2-en-1-one ClC=1C=CC(=C(C1)C1=C(NC=2C1=NC=CC2)C2=C(C=NC=C2)O[C@H]2CN(CC2)C(C=C)=O)F